[N+](=O)([O-])N1NC(N=C1)(C(=O)[O-])[N+](=O)[O-] 1,3-dinitro-1,2,4-triazolate